N-(4-chloro-1-(tetrahydro-2H-pyran-2-yl)-1H-indazol-5-yl)-5-(3-nitrophenyl)-1,2,4-oxadiazol-3-amine ClC1=C2C=NN(C2=CC=C1NC1=NOC(=N1)C1=CC(=CC=C1)[N+](=O)[O-])C1OCCCC1